CC1=CC(=NN1C1=NC(=CC=C1S(=O)C)N1C=NC2=C1C=CC(=C2)NC=2N=NC(=CC2)C)C#N 5-Methyl-1-[6-[5-[(6-methylpyridazin-3-yl)amino]benzimidazol-1-yl]-3-methylsulfinyl-2-pyridyl]pyrazole-3-carbonitrile